(2S,3S)-2-acetamido-N-((S)-1-(((S)-1-((3-amino-3-oxopropyl)amino)-1-oxo-3-phenylpropan-2-yl)amino)-3-methyl-1-oxobutan-2-yl)-3-methylpentanamide C(C)(=O)N[C@H](C(=O)N[C@H](C(=O)N[C@H](C(=O)NCCC(=O)N)CC1=CC=CC=C1)C(C)C)[C@H](CC)C